ClC=1C=C2C(=C(NC2=CC1)C)C=O 5-CHLORO-2-METHYL-1H-INDOLE-3-CARBALDEHYDE